C1(=CC=C(C=C1)CNC(=O)C=1N=C(SC1)C#C)C1=CC=CC=C1 N-([1,1'-biphenyl]-4-ylmethyl)-2-ethynylthiazole-4-carboxamide